COC1=CC2=C(NC(=N2)[S@@](=O)CC2=NC=C(C(=C2C)OC)C)C=C1 (S)-5-methoxy-2-[[(4-methoxy-3,5-dimethyl-2-pyridinyl)methyl]sulfinyl]-1H-benzimidazole